OC[C@@H]1CCN(CCO1)C(=O)OCC1=CC=CC=C1 benzyl (S)-7-(hydroxymethyl)-1,4-oxazepan-4-carboxylate